1,3-dinaphthyl-urea C1(=CC=CC2=CC=CC=C12)NC(=O)NC1=CC=CC2=CC=CC=C12